ClC1=NC=C(C(=C1)C1=C(C=NC(=C1)C)C(=O)NC=1SC2=C(N1)CN(C2)C(=O)C2CC(C2)OC(F)(F)F)OC 2'-chloro-5'-methoxy-6-methyl-N-(5-((1r,3r)-3-(trifluoromethoxy)cyclobutane-1-carbonyl)-5,6-dihydro-4H-pyrrolo[3,4-d]thiazol-2-yl)-[4,4'-bipyridine]-3-carboxamide